ClC1=C(C(=O)N2CC(C(=CC2)C2=C3C(=NC(=C2)NC(=O)C2CC2)NC=C3)C)C=CC(=C1)F N-(4-(1-(2-chloro-4-fluorobenzoyl)-3-methyl-1,2,3,6-tetrahydropyridin-4-yl)-1H-pyrrolo[2,3-b]pyridin-6-yl)cyclopropylcarboxamide